FC1(C[C@H](CC1)CN1[C@H](CN(CC1)CC1=CC=2N(C=C1)N=CC2N2C(NC(CC2)=O)=O)C)F 1-(5-(((S)-4-(((S)-3,3-difluorocyclopentyl)methyl)-3-methylpiperazin-1-yl)methyl)pyrazolo[1,5-a]pyridin-3-yl)dihydropyrimidine-2,4(1H,3H)-dione